(4-((2-(dimethylphosphoryl)-4-(1-methyl-1H-pyrazol-4-yl)phenyl)amino)-5-(trifluoromethyl) Pyrimidin-2-yl)benzyl aminobenzoate NC1=C(C(=O)OC(C2=CC=CC=C2)C2=NC=C(C(=N2)NC2=C(C=C(C=C2)C=2C=NN(C2)C)P(=O)(C)C)C(F)(F)F)C=CC=C1